(3-cyanophenyl)methanesulfonyl chloride C(#N)C=1C=C(C=CC1)CS(=O)(=O)Cl